4-{4-[1-(2-Chloro-phenyl)-ethoxycarbonylamino]-3-methyl-isoxazol-5-yl}-benzoic acid ClC1=C(C=CC=C1)C(C)OC(=O)NC=1C(=NOC1C1=CC=C(C(=O)O)C=C1)C